5,7-Dichlorothieno[3,2-b]pyridine ClC1=CC(=C2C(=N1)C=CS2)Cl